tert-butyl (S)-4-(2-(1-amino-5-(tert-butoxy)-1,5-dioxopentan-2-yl)-6-fluoro-1-oxoisoindolin-5-yl)-3,6-dihydropyridine-1(2H)-carboxylate NC([C@H](CCC(=O)OC(C)(C)C)N1C(C2=CC(=C(C=C2C1)C=1CCN(CC1)C(=O)OC(C)(C)C)F)=O)=O